ClC1=CC=C(C(=N1)C(=O)O)N[C@H](C)C1=C2N=C(C(=NC2=CC(=C1)C)C#N)N1CC(CCC1)(C)O 6-chloro-3-(((1R)-1-(2-cyano-3-(3-hydroxy-3-methylpiperidin-1-yl)-7-methylquinoxalin-5-yl)ethyl)amino)picolinic acid